3-(2,6-dimethylphenyl)-1-methyl-N6-(2-(piperidin-4-ylmethyl)-1,2,3,4-tetrahydroisoquinolin-6-yl)-1H-pyrazolo[3,4-d]Pyrimidine-3,6-diamine CC1=C(C(=CC=C1)C)C1(NN(C2=NC(=NC=C21)NC=2C=C1CCN(CC1=CC2)CC2CCNCC2)C)N